ClC=1C=NC(=NC1)[C@H]([C@H](C)S(=O)(=O)NC1=NN=C(N1C=1C(=NC=NC1OC)OC)C1CC(C1)Cl)OC (1R,2S)-1-(5-chloropyrimidin-2-yl)-N-(4-(4,6-dimethoxypyrimidin-5-yl)-5-((1s,3R)-3-chlorocyclobutyl)-4H-1,2,4-triazol-3-yl)-1-methoxypropane-2-sulfonamide